FC=1C=2N(C=C(C1)NC(=O)C1=CC=C(C3=CN(N=C13)C)N1CCN(CC1)C(=O)OC(C)(C)C)C=C(N2)C tert-butyl 4-[7-({8-fluoro-2-methylimidazo[1,2-a]pyridin-6-yl} carbamoyl)-2-methylindazol-4-yl]piperazine-1-carboxylate